N,N-bis[(4-methoxyphenyl)methyl]Benzenesulfonamide COC1=CC=C(C=C1)CN(S(=O)(=O)C1=CC=CC=C1)CC1=CC=C(C=C1)OC